Hexyldecyl Stearate CCCCCCCCCCCCCCCCCC(=O)OCC(CCCCCC)CCCCCCCC